COC([C@](NC(=O)OC(C)(C)C)(CC1=CC(=C(C=C1)OC)I)C)=O (R)-N-Boc-3-iodo-O-methyl-α-methyltyrosine methyl ester